OC1=CN=CC=2N=C(NC(C21)=O)C2=CC=NC=C2 5-hydroxy-2-(4-pyridyl)-3H-pyrido[3,4-d]pyrimidin-4-one